CC1=C(CC2=C(C(C(=O)O)=CC(=C2)CC2=C(C=CC=C2)C)O)C=CC=C1 3,5-di-(2-methylbenzyl)salicylic acid